5-((1R,4R)-2,5-diazabicyclo[2.2.1]heptan-2-yl)-N-((R)-1-(3-(1-ethyl-1H-pyrazol-3-yl)-5-(1-(methoxymethyl)-1H-pyrazol-4-yl)phenyl)ethyl)-2-methylbenzamide [C@H]12N(C[C@H](NC1)C2)C=2C=CC(=C(C(=O)N[C@H](C)C1=CC(=CC(=C1)C=1C=NN(C1)COC)C1=NN(C=C1)CC)C2)C